C(C)(C)C1=NC(=NO1)C=1C=C2CC[C@H](C2=CC1)NC(=O)C=1C(=NNC1)C (R)-N-(5-(5-isopropyl-1,2,4-oxadiazol-3-yl)-2,3-dihydro-1H-inden-1-yl)-3-methyl-1H-pyrazole-4-carboxamide